CCCCCCCCCCCCCCCC(=O)O[C@H](COC(=O)CCCCCCC/C=C\C/C=C\CCCC)COP(=O)(O)OC[C@@H](C(=O)O)N 1-(9Z,12Z-heptadecadienoyl)-2-hexadecanoyl-glycero-3-phosphoserine